C(#N)C1=C(C=CC=C1)C#CC=1C(=C2C(C=C(NC2=CC1F)C=1C=C(C#N)C=CC1S(=O)(=O)C)=O)F 3-(6-((2-Cyanophenyl)ethynyl)-5,7-difluoro-4-oxo-1,4-dihydroquinolin-2-yl)-4-(methylsulfonyl)benzonitrile